FC(C1=C(C=CC(=C1)C(F)(F)F)N1N=CC(=C1C)NC(C=CC=1OC=CC1)=O)(F)F N-(1-(2,4-bis(trifluoromethyl)phenyl)-5-methyl-1H-pyrazol-4-yl)-3-(furan-2-yl)acryl-amide